(S)-4-(cyclopropylethynyl)-6-fluoro-7-((2-oxo-2,3-dihydro-1H-imidazo[4,5-c]pyridin-1-yl)methyl)-4-(trifluoromethyl)-3,4-dihydroquinazolin-2(1H)-one C1(CC1)C#C[C@@]1(NC(NC2=CC(=C(C=C12)F)CN1C(NC=2C=NC=CC21)=O)=O)C(F)(F)F